(S)-quinuclidin-3-yl (7-(1-methyl-1H-indol-2-yl)chroman-4-yl)carbamate CN1C(=CC2=CC=CC=C12)C1=CC=C2C(CCOC2=C1)NC(O[C@@H]1CN2CCC1CC2)=O